Cl.NC=1C2=C(N=CN1)N(C(=C2C(=O)NC2=CC=C(C=C2)COC)C#CCN2CCOCC2)C2(CC2)C 4-amino-N-[4-(methoxymethyl)phenyl]-7-(1-methylcyclopropyl)-6-(3-morpholinoprop-1-yn-1-yl)-7H-pyrrolo[2,3-d]pyrimidine-5-carboxamide HCl salt